C(=C)OC(CC1=CC=CC=C1)=O phenyl-acetic acid vinylester